ClC1=CC=C(C=C1)C1C2=C(NC=3CCCC(C13)=O)N(N=C2C)C2=CC=CC=C2 4-(4-chlorophenyl)-7,8-dihydro-3-methyl-1-phenyl-1H-pyrazolo[3,4-b]quinolin-5(4H,6H,9H)-one